FC(COC1=C(C=C(C(=N1)OC)NS(=O)(=O)C1=CNC2=CC(=CC=C12)OC(F)F)F)F N-[6-(2,2-difluoroethoxy)-5-fluoro-2-methoxypyridin-3-yl]-6-(difluoromethoxy)-1H-indole-3-sulfonamide